N-[[1-[6-(3-cyclopropyl-1,2,4-triazol-1-yl)-2-azaspiro[3.3]heptane-2-carbonyl]-4-piperidyl]methyl]-4-(trifluoromethoxy)benzenesulfonamide C1(CC1)C1=NN(C=N1)C1CC2(CN(C2)C(=O)N2CCC(CC2)CNS(=O)(=O)C2=CC=C(C=C2)OC(F)(F)F)C1